Ethyl-2-(1,2,3,4-tetrahydroquinolin-5-yl)thiazole C(C)C=1N=C(SC1)C1=C2CCCNC2=CC=C1